N-((3,5-difluoropyridin-4-yl)aminomethylthio)benzamide FC=1C=NC=C(C1NCSNC(C1=CC=CC=C1)=O)F